N-(3-fluoro-1-bicyclo[1.1.1]pentanyl)pyridine-2-carboxamide FC12CC(C1)(C2)NC(=O)C2=NC=CC=C2